Dihydro-2h-Pyran-2-Carboxylic Acid O1C(CCC=C1)C(=O)O